C(C)(=O)ONC(=N)C=1C=C(C=CC1)C[C@@H](C(=O)N1C[C@H](CCC1)NC(OCC1=CC=CC=C1)=O)NS(=O)(=O)C1=CC=C(C=C1)C Benzyl ((S)-1-((S)-3-(3-(N-acetoxycarbamimidoyl)phenyl)-2-((4-methylphenyl)sulfonamido)propanoyl)piperidin-3-yl)carbamate